[3-(2,2-difluoroethenyl)phenyl]methanamine tert-butyl-N-{[3-(2,2-difluoroethenyl)phenyl]methyl}carbamate C(C)(C)(C)OC(NCC1=CC(=CC=C1)C=C(F)F)=O.FC(=CC=1C=C(C=CC1)CN)F